C(N)(O[C@H](CNC1=NC=CC(=N1)C=1C(=NN(C1)C(C)C)C1=C(C(=CC(=C1)Cl)NS(=O)(=O)C)F)CC([2H])([2H])[2H])=O (S)-(methyl-d3)-(1-((4-(3-(5-chloro-2-fluoro-3-(methylsulfonylamino) phenyl)-1-isopropyl-1H-pyrazol-4-yl) pyrimidin-2-yl) amino) propan-2-yl) carbamate